FC(OC1=NC=CC(=C1)[C@@H](C)NC(=O)NC1CC2(CC2)C1)F |r| (±)-1-[1-(2-difluoromethoxy-pyridin-4-yl)-ethyl]-3-spiro[2.3]hex-5-yl-urea